ClC1=C2C=CN=CC2=C(C=C1)COC=1C(=CC(=C(C1)N1C(NC(C=2C1=CSC2C(=O)O)=O)=O)F)OC {5-[(5-chloroisoquinolin-8-yl)methoxy]-2-fluoro-4-methoxyphenyl}-2,4-dioxo-1H-thieno[3,4-d]pyrimidine-5-carboxylic acid